ClC1=C(C=C(C=C1)C(C)=O)OCC1CC1 1-(4-chloro-3-(cyclopropylmethoxy)phenyl)ethan-1-one